(2-(2,6-dioxopiperidin-3-yl)-3-oxoisoindolin-5-yl)methyl(3,4-dimethylphenyl)carbamate O=C1NC(CCC1N1CC2=CC=C(C=C2C1=O)OC(N(C1=CC(=C(C=C1)C)C)C)=O)=O